C(C)(C)OC(=O)C1N=C(C2=CC(=CC=C2C1)OC1=CC=CC=C1)C methyl-7-phenoxy-3,4-dihydroisoquinoline-3-carboxylic acid isopropyl ester